(5aR,5bS,7aS,8S,10aS,10bR)-2-((3-hydroxyphenyl)amino)-5a,7a-dimethyl-5,5a,5b,6,7,7a,8,9,10,10a,10b,11-dodecahydro-4H-cyclopenta[7,8]phenanthro[2,1-d]thiazol-8-ol OC=1C=C(C=CC1)NC=1SC2=C(N1)CC[C@@]1([C@H]3CC[C@]4([C@H]([C@@H]3CC=C12)CC[C@@H]4O)C)C